C(C)(C)(C)OC(=O)N1C[C@@H](CCC1)NC(CS)=O (3R)-3-[(2-sulfanylacetyl)amino]Piperidine-1-carboxylic acid tert-butyl ester